C(C)(C)(C)OC(=O)N1CCC(CC1)C1=CC=C2C(=NN(C2=C1)C)N1C(NC(CC1)=O)=O 4-(3-(2,4-Dioxotetrahydropyrimidin-1(2H)-yl)-1-methyl-1H-indazol-6-yl)piperidine-1-carboxylic acid tert-butyl ester